C(C=C)(=O)N1[C@H](CN(C[C@H]1C)C1=NC(N2C3=C(C(=C(C=C13)Cl)C1=C(C=C(C=C1)F)F)SC[C@@H]2COC)=O)C (3S)-7-((3S,5R)-4-acryloyl-3,5-dimethylpiperazin-1-yl)-9-chloro-10-(2,4-difluorophenyl)-3-(methoxymethyl)-2,3-dihydro-5H-[1,4]thiazino[2,3,4-ij]quinazolin-5-one